4-(isocyanatomethyl)-2,2-dimethyl-2,3-dihydro-1-benzofuran N(=C=O)CC1=CC=CC2=C1CC(O2)(C)C